ClC1=NC=C(C(=C1)N1C[C@@](CCC1)(C)NC(OC(C)(C)C)=O)C=1C=NN(C1)C1CCOCC1 tert-Butyl (S)-(1-(2-chloro-5-(1-(tetrahydro-2H-pyran-4-yl)-1H-pyrazol-4-yl)pyridin-4-yl)-3-methylpiperidin-3-yl)carbamate